(S)-1-(5-((2-(trifluoromethyl)pyridin-3-yl)thio)-1H-imidazo[4,5-b]pyrazin-2-yl)-4'H,6'H-spiro[piperidine-4,5'-pyrrolo[1,2-b]pyrazol]-4'-amine FC(C1=NC=CC=C1SC=1N=C2C(=NC1)NC(=N2)N2CCC1([C@@H](C=3N(N=CC3)C1)N)CC2)(F)F